3-(5-((3-(4-fluorophenyl)-5-methylisoxazol-4-yl)methoxy)pyrazin-2-yl)-7,8-dihydro-1H,6H,9H-7,8a-methanopyrrolo[1',2':3,4]imidazo[1,2-c]pyrimidin-1-one FC1=CC=C(C=C1)C1=NOC(=C1COC=1N=CC(=NC1)C=1C=C2N(C(N1)=O)CC13N2CC(C1)C3)C